C(N)(=N)C1=CC=C(CNC([C@H](C)NC(=O)[C@@H]2N(CC[C@@H](C2)C2=CC=CC=C2)CC)=O)C=C1 (2R,4S)-N-((S)-1-((4-CARBAMIMIDOYLBENZYL)AMINO)-1-OXOPROPAN-2-YL)-1-ETHYL-4-PHENYLPIPERIDINE-2-CARBOXAMIDE